2-(2-cyclopropylvinyl)-4,4,5,5-tetramethyl-1,3,2-dioxaborolane C1(CC1)C=CB1OC(C(O1)(C)C)(C)C